N1(N=CN=C1)CCO 1H-1,2,4-triazole-1-ethanol